1-[(1-{4-[(3S)-2,3-dihydro[1,4]dioxino[2,3-b]pyridin-3-yl]benzyl}piperidin-3-yl)methyl]pyrrolidin-2-one O1C[C@@H](OC2=NC=CC=C21)C2=CC=C(CN1CC(CCC1)CN1C(CCC1)=O)C=C2